C1(CC1)C=1OC=C(N1)C1=CC(=NC=C1)N(C(=O)[C@@H]1CC[C@H](CC1)CC(=O)O)C[C@@H]1CC[C@H](CC1)C1=NC(=C(C=C1)OC)C 2-(trans-4-((4-(2-Cyclopropyloxazol-4-yl)pyridin-2-yl)((trans-4-(5-methoxy-6-methylpyridin-2-yl)cyclohexyl)methyl)carbamoyl)cyclohexyl)-acetic acid